2-hydrazino-5-(2H-tetrazol-5-yl)pyridine N(N)C1=NC=C(C=C1)C=1N=NNN1